2-naphthyloxide C1=C(C=CC2=CC=CC=C12)OC1=CC2=CC=CC=C2C=C1